C(C1=CC=CC=C1)(C1=CC=CC=C1)N1CC(C1)C(CO)CO 2-(1-benzhydrylazetidin-3-yl)propane-1,3-diol